C(C)NCCNC(CCCCCCCCCCCCCCC)=O N-[2-(ethylamino)ethyl]hexadecanamide